ClC1=CC(=C(C(=C1)F)NC(=O)NC1=CC(=C(C=C1)C1=C2CNC(C2=C(C=C1)C=1NC(=CN1)C)=O)F)F 1-(4-chloro-2,6-difluoro-phenyl)-3-{3-fluoro-4-[7-(5-methyl-1H-imidazol-2-yl)-1-oxo-2,3-dihydro-1H-isoindol-4-yl]-phenyl}-urea